octatriacontyl oleate C(CCCCCCC\C=C/CCCCCCCC)(=O)OCCCCCCCCCCCCCCCCCCCCCCCCCCCCCCCCCCCCCC